FC(C1=CC=C(C=C1)N1CC(CC2=CC=CC=C12)C=C)(F)F 1-(4-(trifluoromethyl)phenyl)-3-vinyl-1,2,3,4-tetrahydroquinoline